bis-(3-triethoxysilyl-1-propyl) methyltrithiophosphite CP(SCCC[Si](OCC)(OCC)OCC)(SCCC[Si](OCC)(OCC)OCC)[S-]